FC1([C@H]2CC=3C(=NNC3C[C@]21C)I)F (4aS,5aR)-5,5-Difluoro-3-iodo-5a-methyl-1H,4H,4aH,6H-cyclopropa[f]indazole